S1C(=NC2=C1C=CC=C2)NC2=NC(=NC(=N2)NC)N[C@H]2CNCC2 (R)-2-(benzo[d]thiazol-2-ylamino)-4-methylamino-6-(pyrrolidin-3-ylamino)-1,3,5-triazine